BrC1=C(N(C2C=CC(=CC2)C=2C=CC=3N(C4=CC=CC=C4C3C2)C2=CC=CC=C2)C2=CC=CC=C2)C=CC=C1 bromo-N-phenyl-N-(4-(9-phenyl-9H-carbazol-3-yl)cyclohexa-2,4-dien-1-yl)aniline